ClC(Cl)[SiH2]CCCCCCOC(C)(C)C dichloromethyl-(t-butoxyhexyl)silane